2-[[3-oxo-8-(4,4,5,5-tetramethyl-1,3,2-dioxaborolan-2-yl)-1H-benzo[e]isoindol-2-yl]methyl]prop-2-enamide rac-(1R,3R)-3-hydroxycyclohexyl-4-toluenesulfonate O[C@H]1C[C@@H](CCC1)OS(=O)(=O)C1=CC=C(C)C=C1.O=C1N(CC=2C3=C(C=CC12)C=CC(=C3)B3OC(C(O3)(C)C)(C)C)CC(C(=O)N)=C |r|